FC=1C=C(C(=O)NC2=CC(=C(C=C2)N2CCCC2)C(F)(F)F)C=C(C1O)C=O 3-fluoro-5-formyl-4-hydroxy-N-(4-(pyrrolidin-1-yl)-3-(trifluoromethyl)phenyl)benzamide